1-((2-fluorobenzyl)amino)pyrrolidin-2-one FC1=C(CNN2C(CCC2)=O)C=CC=C1